OCCCCCCCCCCCCCCCCCC(=O)OC(CO)CO 1,3-dihydroxypropan-2-yl 18-hydroxyoctadecanoate